COC([O-])=O.C(CCCCCCCCCCC)[N+](CCCCCCCCCCCC)(CCCCCCCCCCCC)CCCCCCCCCCCC tetradodecyl-ammonium methyl-carbonate